8-Chloro-3-(2-methylprop-1-en-1-yl)imidazo[1,5-a]pyrazine ClC=1C=2N(C=CN1)C(=NC2)C=C(C)C